N1=C2C(=CC=C1)CN(C2)C(=O)NC2=CC=C(C=C2)C2CCN(CC2)S(=O)(=O)NC(OC(C)(C)C)=O tert-butyl ((4-(4-(6,7-dihydro-5H-pyrrolo[3,4-b]pyridine-6-carboxamido)phenyl)piperidin-1-yl)sulfonyl)carbamate